CC1=NC(=CC(=N1)NC1=NN2C(C=C(C=C2)C=2N(N=CC2OCC2[C@@H](OCC2)C)C)=C1)C (S)-N-(2,6-dimethylpyrimidin-4-yl)-5-[2-methyl-4-[(2-methyltetrahydrofuran-3-yl)methoxy]pyrazol-3-yl]pyrazolo[1,5-a]pyridin-2-amine